6-Ethyl-7-(2-fluorophenyl)-1-(2-isopropylphenyl)pteridine-2,4(1H,3H)-dione C(C)C=1N=C2C(NC(N(C2=NC1C1=C(C=CC=C1)F)C1=C(C=CC=C1)C(C)C)=O)=O